2-chloro-1,3-dimethylimidazolinium CN1CC[N+](=C1Cl)C